mono-t-butoxy-tris(ethoxyacetoacetyl)zirconium C(C)(C)(C)O[Zr](C(CC(=O)COCC)=O)(C(CC(=O)COCC)=O)C(CC(=O)COCC)=O